C(C1=CC=CC=C1)OC(=O)NC1=CC(=NN1C(C)(C)C)[C@H]1C[C@H]([C@H](C1)N(C([O-])=O)C1(CC1)C)F |r| rac-(1S,2R,4R)-4-(5-(((benzyloxy)carbonyl)amino)-1-(tert-butyl)-1H-pyrazol-3-yl)-2-fluorocyclopentyl(1-methylcyclopropyl)carbamate